ClC1=C(CN2C=3N(C4=CC=CC=C4C2=O)C=C(N3)C(=O)NC3=CC(=CC=C3)OC(F)(F)F)C=CC=C1 4-(2-chlorobenzyl)-5-oxo-N-(3-(trifluoromethoxy)phenyl)-4,5-dihydroimidazo[1,2-a]quinazoline-2-carboxamide